(2-(4-(cyanomethyl)piperidin-1-yl)-4-((4-(4-hydroxypiperidin-1-yl)phenyl)amino)-5-oxopyrimido[4,5-d]pyridazin-6(5H)-yl)methylphosphat C(#N)CC1CCN(CC1)C=1N=C(C2=C(C=NN(C2=O)COP(=O)([O-])[O-])N1)NC1=CC=C(C=C1)N1CCC(CC1)O